ClC1=CN=C(N1)C(=O)[O-] 5-chloro-1H-imidazole-2-carboxylate